(2R,4R)-pentane-2,4-diol C[C@H](C[C@@H](C)O)O